Ethylenediaminetetraacetic acid, disodium salt [Na+].[Na+].C(CN(CC(=O)[O-])CC(=O)[O-])N(CC(=O)O)CC(=O)O